5-(3-methyl-1H-pyrazol-4-yl)-1,3,4-oxadiazole CC1=NNC=C1C1=NN=CO1